ClC=1C=C(C=CC1F)N(C(=O)[C@H]1N(CC2=CC=CC=C12)C1=NC(=CC(=C1)C(F)(F)F)C)C (S)-N-(3-chloro-4-fluorophenyl)-N-methyl-2-(6-methyl-4-(trifluoromethyl)pyridin-2-yl)isoindoline-1-carboxamide